C(=O)(O)[C@H](CC=1C=C(C=CC1)C=1C=C(C=CC1)C[C@@H](C(=O)O)[C@H]1CNCC1)[C@H]1CNCC1 (2R)-3-[3-[3-[(2R)-2-Carboxy-2-[(3S)-pyrrolidin-3-yl]ethyl]phenyl]phenyl]-2-[(3S)-pyrrolidin-3-yl]propanoic acid